(2S)-1-CYANO-5-HEXENE-2-SULFONAMIDE C(#N)C[C@H](CCC=C)S(=O)(=O)N